C(C)(C)(C)OC(CCC[N+]1(CCC(CC1)C(=O)OCC)[O-])=O 1-(4-(t-butoxy)-4-oxobutyl)-4-(ethoxycarbonyl)piperidine-1-oxide